O[C@@H]1CN(C[C@H]1NC(C([2H])([2H])[2H])C([2H])([2H])[2H])C(=O)OC(C)(C)C tert-Butyl (3R,4R)-3-hydroxy-4-((propan-2-yl-1,1,1,3,3,3-d6)amino)pyrrolidine-1-carboxylate